4-(4-chloro-3-cyclopentylphenoxy)piperidine ClC1=C(C=C(OC2CCNCC2)C=C1)C1CCCC1